C(C)(C)(CC)C1=CC=C(C=C1)NCC1CCC(CC1)NC(OC(C)(C)C)=O tert-butyl ((1r,4r)-4-(((4-(tert-pentyl)phenyl)amino)methyl)cyclohexyl)carbamate